2-bromo-6-fluoro-pyridine BrC1=NC(=CC=C1)F